ClC=1C=CC2=NN(C(C(=C2N1)C1=CC=C(C=C1)Cl)=O)C1=CC2=CN(N=C2C=C1)C 6-chloro-4-(4-chlorophenyl)-2-(2-methyl-2H-indazol-5-yl)pyrido[3,2-c]pyridazin-3(2H)-one